C(C)OC(=O)C=1C(N(C2=CC=C(C=C2C1O)C1=CC=C(C=C1)F)CCN1CCOCC1)=O 6-(4-fluorophenyl)-4-hydroxy-1-(2-morpholinoethyl)-2-oxo-1,2-dihydroquinoline-3-carboxylic acid ethyl ester